C(#C)C1=CCCCC1 1-ethynyl-cyclohexene